C(CCC)N1CCC(CC1)CN 1-n-butyl-4-piperidylmethylamine